N1=C(NC2=NC=CC=C21)N[C@@H]2C[C@H](CC2)NC2=CC=C(C=N2)N2C(C(=CC=C2)Cl)=O 6'-(((1S,3S)-3-((3H-Imidazo[4,5-b]pyridin-2-yl)amino)cyclopentyl)amino)-3-chloro-2H-[1,3'-bipyridin]-2-one